COC1=C(C=C(C=C1)CCO)C=C 2-(4-Methoxy-3-vinylphenyl)ethan-1-ol